(E)-3-(5-((3-(4-(3-(4-(1-(4-hydroxyphenyl)-2-phenylbut-1-en-1-yl)phenyl)propyl)piperazin-1-yl)propyl)amino)-1-oxoisoindolin-2-yl)piperidine-2,6-dione OC1=CC=C(C=C1)\C(=C(/CC)\C1=CC=CC=C1)\C1=CC=C(C=C1)CCCN1CCN(CC1)CCCNC=1C=C2CN(C(C2=CC1)=O)C1C(NC(CC1)=O)=O